FC=1C(=C(C=CC1)C(=O)N1CCC(CC1)CCCCNC(=O)C=1C=CC=2N(C1)C=CN2)C N-(4-{1-[(3-fluoro-2-methylphenyl)carbonyl]piperidin-4-yl}butyl)imidazo[1,2-a]pyridine-6-carboxamide